C1(=CC=CC=C1)C1N=C(SC(=C1)C1=CC=CC=C1)N 4,6-diphenyl-4H-1,3-thiazin-2-amine